[Zn].[Co].[Ni] Nickel cobalt Zinc